4-((hydroxyamino)methyl)-N-(4-(3-(trifluoromethyl)pyrrolidin-1-yl)phenyl)aniline ONCC1=CC=C(NC2=CC=C(C=C2)N2CC(CC2)C(F)(F)F)C=C1